IC1=NC(=CC(=C1O)C)C 2-Iodo-4,6-dimethylpyridin-3-ol